iron-cobalt carbon [C].[Co].[Fe]